2-Hydroxy-3-nitrobenzoyl azide OC1=C(C(=O)N=[N+]=[N-])C=CC=C1[N+](=O)[O-]